1,2-difluoro-4-isocyanato-benzene FC1=C(C=C(C=C1)N=C=O)F